4-(METHOXYPHENYL-D7)-BORONIC ACID [2H]C1=C(C(=C(C(=C1B(O)O)[2H])[2H])OC([2H])([2H])[2H])[2H]